ethyl (2S,3S)-3-(((S)-tert-butylsulfinyl)amino)-2-(5-(cyclopropylmethoxy)-2-methylbenzofuran-3-carboxamido)-4,4,4-trifluorobutanoate C(C)(C)(C)[S@](=O)N[C@@H]([C@@H](C(=O)OCC)NC(=O)C1=C(OC2=C1C=C(C=C2)OCC2CC2)C)C(F)(F)F